[2-[2-[2-[5-[2-[[2-(2,6-dioxo-3-piperidyl)-1,3-dioxo-isoindolin-5-yl]amino]ethyl]triazol-1-yl]ethoxy]ethoxy]ethyl]carbamate O=C1NC(CCC1N1C(C2=CC=C(C=C2C1=O)NCCC1=CN=NN1CCOCCOCCNC([O-])=O)=O)=O